COC(=O)C1CC(CC1)C(=O)O cyclopentane-1,3-dicarboxylic acid methyl ester